[Si](C)(C)(C(C)(C)C)OCC1C(C12CCN(CC2)C(=O)OC(C)(C)C)F tert-Butyl 1-{[(tert-butyldimethylsilyl)oxy]methyl}-2-fluoro-6-azaspiro[2.5]octane-6-carboxylate